Methyl (2-((s)-3-((tert-butoxycarbonyl)amino)piperidin-1-yl)thiazole-4-carbonyl)-Z-serinate C(C)(C)(C)OC(=O)N[C@@H]1CN(CCC1)C=1SC=C(N1)C(=O)N[C@@H](CO)C(=O)OC